NC1=NC=CC=C1C1=NC=2C(=NC(=CC2)C2=CC=CC=C2)N1C1=CC=C(C=C1)C1CN(C1)C(C)[C@@H]1CC[C@H](CC1)C(=O)OC Trans-methyl 4-[1-[3-[4-[2-(2-amino-3-pyridyl)-5-phenyl-imidazo[4,5-b]pyridin-3-yl]phenyl]azetidin-1-yl]ethyl]cyclohexanecarboxylate